(pyridin-2-ylsulfonyl)-3,4,5,6-tetrahydropyrrolo[3,4-c]pyrrole-2(1H)-carboxylic acid tert-butyl ester C(C)(C)(C)OC(=O)N1C(C=2CNCC2C1)S(=O)(=O)C1=NC=CC=C1